C(C)(=O)O.C(C)(=O)O.C(CCCCCCCCCCC)(=O)N lauramide diacetate